{4-[(3-chloro-2-methylphenyl)carbamoyl]-6-({[2-(trifluoromethyl)phenyl]carbonyl}amino)-1H-benzimidazol-2-yl}methyl acetate C(C)(=O)OCC1=NC2=C(N1)C=C(C=C2C(NC2=C(C(=CC=C2)Cl)C)=O)NC(=O)C2=C(C=CC=C2)C(F)(F)F